6-bromo-2-methyl-2,3-dihydro-1H-inden-1-one BrC1=CC=C2CC(C(C2=C1)=O)C